trans-1-((4-((S)-3-(3,5-difluorophenyl)isoxazolidine-2-carbonyl)cyclohexyl)methyl)-4-fluoro-3-methyl-1H-indazole-6-carbonitrile FC=1C=C(C=C(C1)F)[C@H]1N(OCC1)C(=O)[C@@H]1CC[C@H](CC1)CN1N=C(C2=C(C=C(C=C12)C#N)F)C